(1R,3S)-3-(5-{2-[2-(1,3-dioxolan-2-yl)-3-(1,3-thiazol-2-yl)phenoxy]acetamido}-2H-pyrazol-3-yl)cyclopentyl N-isopropylcarbamate C(C)(C)NC(O[C@H]1C[C@H](CC1)C=1NN=C(C1)NC(COC1=C(C(=CC=C1)C=1SC=CN1)C1OCCO1)=O)=O